ClC=1C=C(C=C(C1)NS(=O)(=O)C)NC(=O)C1=CN(C(=C1)N1C(CCCC1)=O)C N-(3-chloro-5-(methylsulfonamido)phenyl)-1-methyl-5-(2-oxopiperidin-1-yl)-1H-pyrrole-3-carboxamide